ClC1=C2C(=NC=C1OC=1C=NN3C1C(=NC=C3)NC)N=C(N2C)NC2=CC(=C3C(N(C(C3=C2)=O)C)(C)C)C(F)(F)F 6-((7-chloro-1-methyl-6-((4-(methylamino)pyrazolo[1,5-a]pyrazin-3-yl)oxy)-1H-imidazo[4,5-b]pyridin-2-yl)amino)-2,3,3-trimethyl-4-(trifluoromethyl)isoindolin-1-one